ClC=1C=C(C=CC1F)C(=NS(=O)C(C)(C)C)C1=NNC(=C1)C(F)(F)F N-((3-chloro-4-fluorophenyl)(5-(trifluoro-methyl)-1H-pyrazol-3-yl)methylene)-2-methylpropan-2-sulfinamide